(5Z)-2-(Cycloheptylamino)-3-methyl-5-[(1-methylindazol-5-yl)methylene]imidazol-4-one C1(CCCCCC1)NC1=N\C(\C(N1C)=O)=C/C=1C=C2C=NN(C2=CC1)C